(S)-3-(benzo[b]thiophen-7-ylamino)pyrrolidine-1-carboxylic acid tert-butyl ester C(C)(C)(C)OC(=O)N1C[C@H](CC1)NC1=CC=CC2=C1SC=C2